4-(dimethylamino)-1-((2R,4S,5R)-4-hydroxy-5-(hydroxymethyl)tetrahydrofuran-2-yl)pyrimidin-2(1H)-one CN(C1=NC(N(C=C1)[C@@H]1O[C@@H]([C@H](C1)O)CO)=O)C